N1N=CC2=C(C=CC=C12)C=1N=CC(=NC1)NC(=O)[C@@]1(CN(CCC1)C#N)F (R)-N-(5-(1H-indazol-4-yl)pyrazin-2-yl)-1-cyano-3-fluoropiperidine-3-carboxamide